2-(4-piperidinylmethyl)pyridine hydrochloride Cl.N1CCC(CC1)CC1=NC=CC=C1